Br.ClC=1C(=C(C(=CC1)N1N=NC(=C1)OCC)C1=CC(=NC=N1)O)F 6-(3-chloro-6-(4-ethoxy-1H-1,2,3-triazol-1-yl)-2-fluorophenyl)pyrimidin-4-ol hydrobromide